IC=1C=NN2C1N=CC(=C2)N2CCC(CC2)NC(OC(C)(C)C)=O tert-butyl [1-(3-iodopyrazolo[1,5-a]pyrimidin-6-yl) piperidin-4-yl]carbamate